ClC=1C=C(C=NC1)C1(C2(C(C2CC1O)N1C2=NC(=NC=C2N=C1)NCC1=NC=CC=C1)C(=O)NC)O 2-(5-chloropyridin-3-yl)-6-((pyridin-2-ylmethyl)amino-9H-purin-9-yl)-2,3-dihydroxyl-N-methylbicyclo[3.1.0]hexane-1-formamide